methyl 2-chloro-5-(perfluorophenoxy)benzoate ClC1=C(C(=O)OC)C=C(C=C1)OC1=C(C(=C(C(=C1F)F)F)F)F